8,8'-((((1R,3R)-3-hydroxycyclobut-yl)methyl)azanedi-yl)bis(N,N-dioct-yloctanamide) OC1CC(C1)CN(CCCCCCCC(=O)N(CCCCCCCC)CCCCCCCC)CCCCCCCC(=O)N(CCCCCCCC)CCCCCCCC